2-(7-((2S,5R)-2,5-diethyl-4-(1-(pyridine-3-yl)ethyl)piperazin-1-yl)-4-methyl-5-oxo-4,5-dihydro-2H-pyrazolo[4,3-b]pyridin-2-yl)acetonitrile C(C)[C@@H]1N(C[C@H](N(C1)C(C)C=1C=NC=CC1)CC)C=1C=2C(N(C(C1)=O)C)=CN(N2)CC#N